N1(CC2(CCC1)OCC=1C2=NC=CC1)CC1=C(N=C(S1)NC(C)=O)F N-(5-((5H-spiro[furo[3,4-b]pyridin-7,3'-piperidin]-1'-yl)methyl)-4-fluorothiazol-2-yl)acetamide